COC(=O)[C@@H]1C[C@H](CCC1)OC=1C(=NC(=CC1)Br)C (1S,3S)-3-((6-bromo-2-methylpyridin-3-yl)oxy)cyclohexane-1-carboxylic acid methyl ester